tris-(2-dimethylaminoethyl)amine CN(CCN(CCN(C)C)CCN(C)C)C